2-(2-((5-(3-(aminomethyl)-2-fluorophenyl)benzofuran-3-yl)methoxy)-4-ethylphenyl)acetic acid NCC=1C(=C(C=CC1)C=1C=CC2=C(C(=CO2)COC2=C(C=CC(=C2)CC)CC(=O)O)C1)F